ClC1=NC=C(C(=C1)C1=C(C=NC(=C1)C)C(=O)NC=1SC2=C(N1)CN(C2)C(=O)C2=C1C(=NN2C)CCC1)OC 2'-chloro-5'-methoxy-6-methyl-N-(5-(2-methyl-2,4,5,6-tetrahydrocyclopenta[c]pyrazole-3-carbonyl)-5,6-dihydro-4H-pyrrolo[3,4-d]thiazol-2-yl)-[4,4'-bipyridine]-3-carboxamide